ls-1,2-distearoyl-sn-glycero-3-phosphorylcholine C(CCCCCCCCCCCCCCCCC)(=O)OC[C@@H](OC(CCCCCCCCCCCCCCCCC)=O)COP(=O)(O)OCC[N+](C)(C)C